5-(3,5-difluorobenzyl)-3-(2-(pyridin-3-yl)vinyl)-1H-indazole FC=1C=C(CC=2C=C3C(=NNC3=CC2)C=CC=2C=NC=CC2)C=C(C1)F